(±)-5-[8-chloro-3-[[trans-2-cyanocyclopropanecarbonyl]amino]-6-isoquinolyl]-N,1-dimethyl-pyrazole-3-carboxamide ClC=1C=C(C=C2C=C(N=CC12)NC(=O)[C@H]1[C@@H](C1)C#N)C1=CC(=NN1C)C(=O)NC |r|